C(N)(OCC(=O)C1=CC=C(C=C1)OC)=O 4-methoxyphenacyl carbamate